disilylmethylphosphine [SiH3]C([SiH3])P